O=C1NCC2=CC=C(C=C12)OC[C@@H]1[C@@H](CNC1)C1=CC=C(OCCN2C(CCC2=O)=O)C=C1 |r| (+/-)-1-{2-[4-(cis-4-{[(3-Oxoisoindolin-5-yl)oxy]methyl}pyrrolidin-3-yl)phenoxy]ethyl}pyrrolidine-2,5-dione